FC(OC1=C(C=C(C=C1)OC1=CC(=CC=C1)C(=O)N1CCN(CC1)C)C1=NN(C=C1NC(=O)C=1C=NN2C1N=CC=C2)C)F N-[3-[2-(difluoromethoxy)-5-[3-(4-methylpiperazine-1-carbonyl)phenoxy]phenyl]-1-methyl-pyrazol-4-yl]pyrazolo[1,5-a]pyrimidine-3-carboxamide